N-(3-fluoro-4-(piperidin-1-yl)phenyl)-5-methyl-2-(5-azaspiro[2.4]heptan-5-yl)oxazole-4-carboxamide FC=1C=C(C=CC1N1CCCCC1)NC(=O)C=1N=C(OC1C)N1CC2(CC2)CC1